N-(1-hydroxy-2-methylpropan-2-yl)-2-[methyl[2-(1-methylimidazol-4-yl)-5H,6H,7H-cyclopenta[d]pyrimidin-4-yl]amino]acetamide OCC(C)(C)NC(CN(C=1C2=C(N=C(N1)C=1N=CN(C1)C)CCC2)C)=O